amphetamine potassium salt [K].NC(C)CC1=CC=CC=C1